OC1=CC=C(C=C1)C=CC(C=CCCC1=CC=C(C=C1)O)=O 1,7-bis(4-hydroxyphenyl)-1,4-heptadien-3-one